ClC1=CC2=C(N=CN(C2=O)CC2(CCN(CC2)C(=O)C2(CC2)C)O)N1C1=CC=C(C=C1)[C@@H]1NCCOC1 (S)-6-chloro-3-((4-hydroxy-1-(1-methylcyclopropane-1-carbonyl)piperidin-4-yl)methyl)-7-(4-(morpholin-3-yl)phenyl)-3,7-dihydro-4H-pyrrolo[2,3-d]pyrimidin-4-one